tert-butyl (S)-5-amino-6-oxo-6-(phenethylamino)hexanoate N[C@@H](CCCC(=O)OC(C)(C)C)C(NCCC1=CC=CC=C1)=O